BrC=1C(=C(C=CC1)C1N(CCC2=C1N=C(N2C2CC2)C(=O)N)C)Cl (3-bromo-2-chlorophenyl)-1-cyclopropyl-5-methyl-4,5,6,7-tetrahydro-1H-imidazo[4,5-c]Pyridine-2-carboxamide